BrC1=CN=C(C2=CC=CC=C12)OC1=CC=C(C=C1)C(F)(F)F 4-bromo-1-{4-(trifluoromethyl)phenoxy}isoquinoline